FC1(CN(CC1C=1NC(C2=C(C=CC=C2C1)F)=O)C1CCN(CC1)C=1C=CC(=NC1)C(=O)NC)F 5-(4-(3,3-difluoro-4-(8-fluoro-1-oxo-1,2-dihydroisoquinolin-3-yl)pyrrolidin-1-yl)piperidin-1-yl)-N-methylpicolinamide